C(C)(C)(C)C=1C(C(=CC(C1)=CC1=CC=CC=C1)C(C)(C)C)=O 2,6-di-tert-butyl-4-benzylidenecyclohexa-2,5-dien-1-one